ClC1=C(C=CC=C1)N1C=2N(C3=C(C1=O)C=NC(=N3)NC3=CC=C1CCNCC1=C3)C=CN2 6-(2-chlorophenyl)-2-(1,2,3,4-tetrahydroisoquinolin-7-ylamino)imidazo[1,2-a]pyrimido[5,4-e]pyrimidin-5(6H)-one